C1=CC=C(C=2SC3=C(C21)C=CC=C3)C=3C=C(C=C(C3)C3=CC=C(C=C3)C3=CC=CC=C3)C3=NC(=NC(=N3)C3=CC=CC=C3)C3=CC=CC=C3 2-{3-(dibenzothiophene-4-yl)-5-(1,1'-biphenyl-4-yl)phenyl}-4,6-diphenyl-1,3,5-triazine